C1(CCCCCCC1)NC(=O)C=1NC=C(C1)C=1C=NC(=CC1)C#N N-cyclooctyl-4-(6-cyanopyridin-3-yl)-1H-pyrrole-2-carboxamide